NCC=1C=CC=C2C(=NC(=NC12)NC1=CC(=C(C=C1)F)Cl)N[C@H](C)C=1SC=CC1 (R)-8-(aminomethyl)-N2-(3-chloro-4-fluorophenyl)-N4-(1-(thiophen-2-yl)ethyl)quinazoline-2,4-diamine